FC=1C=CC(=C(C1)C1CCN(CC1)C(=O)C1=NNC=2CN(CCC21)C(=O)OC(C)(C)C)C(F)(F)F tert-butyl 3-(4-(5-fluoro-2-(trifluoromethyl)phenyl)piperidine-1-carbonyl)-1,4,5,7-tetrahydro-6H-pyrazolo[3,4-c]pyridine-6-carboxylate